ClC=1C=C(C=C)C=CC1Cl 3,4-dichlorostyrene